NC1=NC=C(C2=C1C=NN2)NC(C(=O)N(CC(CC)C)CC2=C(C=CC=C2)C)=O N1-(4-amino-1H-pyrazolo[4,3-c]pyridin-7-yl)-N2-(2-methylbenzyl)-N2-(2-methylbutyl)oxalamide